Ethyl 3-((5-chloro-1,3,4-thiadiazol-2-yl) amino)-3-oxopropionate ClC1=NN=C(S1)NC(CC(=O)OCC)=O